COC(C[C@H](C#CC)C1=CC=C(C=C1)O[C@@H]1CCC2=C(C=CC(=C12)F)C=1C=NC(=C(C1)C#N)O[C@H]1COCC1)=O (S)-3-(4-(((R)-4-(5-cyano-6-(((R)-tetrahydrofuran-3-yl)oxy)pyridin-3-yl)-7-fluoro-2,3-dihydro-1H-inden-1-yl)oxy)phenyl)hex-4-ynoic acid methyl ester